O=C1N(CC2=CC(=CC=C12)C1=NC=CC(=C1)CNCCCN1C(CCC1)=O)C1C(NC(CC1)=O)=O 3-(1-oxo-5-(4-(((3-(2-oxopyrrolidin-1-yl)propyl)amino)methyl)pyridin-2-yl)isoindolin-2-yl)piperidine-2,6-dione